N1CC(C1)[C@H](N1N=CC(=C1)NC(=O)C1=NNC=2C[C@@]3([C@H](CC12)C3(F)F)C)C3=CC=CC=C3 (4aS,5aR)-N-{1-[(S)-azetidin-3-yl(phenyl)methyl]pyrazol-4-yl}-5,5-difluoro-5a-methyl-1H,4H,4aH,6H-cyclopropa[f]indazole-3-carboxamide